ethyl 3-(6-(cyclopropanecarboxamido)-1-(methylamino)-2,7-naphthyridin-4-yl)cyclopent-3-ene-1-carboxylate C1(CC1)C(=O)NC=1C=C2C(=CN=C(C2=CN1)NC)C=1CC(CC1)C(=O)OCC